5-(5-(3-(1H-1,2,3-triazol-4-yl)azetidin-1-yl)-1,3,4-oxadiazol-2-yl)-N-(benzo[d][1,3]dioxol-5-ylmethyl)pyrimidin-2-amine N1N=NC(=C1)C1CN(C1)C1=NN=C(O1)C=1C=NC(=NC1)NCC1=CC2=C(OCO2)C=C1